ClC1=C(N(N=C1)C)C=1C=C(C=CC1OC)NC(=O)NC1=CC(=CC=C1)F 1-[3-(4-Chloro-2-methyl-2H-pyrazol-3-yl)-4-methoxy-phenyl]-3-(3-fluoro-phenyl)-urea